trimethoxysilylpropyl acrylate (trimethyloxysilylpropylacrylate) CO[Si](OC)(OC)CCCC(C(=O)O)=C.C(C=C)(=O)OCCC[Si](OC)(OC)OC